FC1=CC=C(C=C1)C=1C=C2C(=NC=NC2=C(C1)OC)NCC1=NC=C(C=C1)F 6-(4-fluorophenyl)-N-[(5-fluoro-2-pyridyl)methyl]-8-methoxy-quinazolin-4-amine